2'-deoxyadenosine-5'-monophosphate P(=O)(O)(O)OC[C@@H]1[C@H](C[C@@H](O1)N1C=NC=2C(N)=NC=NC12)O